NN1CSC2=C1C=C(C=C2)[N+](=O)[O-] 3-amino-5-nitro-benzothiazole